C(CCCCCCC)OCOCCCC(CC(CC(CC(CC(CC(C)Cl)C)C)C)C)C 14-chloro-4,6,8,10,12-pentamethylpentadecyl octyloxymethyl ether